3-hydroxy-N-(3-(7H-pyrrolo[2,3-D]pyrimidin-4-yl)phenyl)-benzamide OC=1C=C(C(=O)NC2=CC(=CC=C2)C=2C3=C(N=CN2)NC=C3)C=CC1